C(C)(C)(C)OC(=O)N1CC=2C(=NN3C2C(N(C[C@H]3C)C(C)C=3C=NC(=CC3)C(=O)OC)=O)C[C@H]1C (3R,7R)-9-(1-(6-(methoxycarbonyl)pyridin-3-yl)ethyl)-3,7-dimethyl-10-oxo-3,4,7,8,9,10-hexahydropyrido[4',3':3,4]Pyrazolo[1,5-a]Pyrazine-2(1H)-carboxylic acid tert-butyl ester